1,5-dibutyl-pentane C(CCC)CCCCCCCCC